(R)-N-((3-(Cyclopropyloxymethyl)thiophen-2-yl)methyl)-2-(9-(pyridin-2-yl)-6-oxaspiro[4.5]decan-9-yl)ethylamine hydrochloride Cl.C1(CC1)OCC1=C(SC=C1)CNCC[C@]1(CCOC2(CCCC2)C1)C1=NC=CC=C1